ClC=1C=CC(=NC1)C=1SC=2C(N(CCC2N1)C(=O)OCCCC)=O butyl 2-(5-chloropyridin-2-yl)-4-oxo-6,7-dihydrothiazolo[5,4-c]pyridine-5(4H)-carboxylate